(Cis)-2-pentene C\C=C/CC